ethyl 1-(7-chloroimidazo[1,2-a]pyridin-3-yl)-1H-pyrazole-3-carboxylate ClC1=CC=2N(C=C1)C(=CN2)N2N=C(C=C2)C(=O)OCC